(R)-3-(1-((tert-butoxycarbonyl)amino)-8-azaspiro[4.5]decan-8-yl)-6-(2,3-dichlorophenyl)-5-methylpyrazine-2-carboxylic acid C(C)(C)(C)OC(=O)N[C@@H]1CCCC12CCN(CC2)C=2C(=NC(=C(N2)C)C2=C(C(=CC=C2)Cl)Cl)C(=O)O